(R)-N-{1'-[1-(2,3-dichlorophenyl)-2,5-dimethyl-6-oxo-1,6-dihydropyrimidin-4-yl]-3H-spiro[1-benzofuran-2,4'-piperidin]-3-ylidene}-2-methylpropane-2-sulfinamide ClC1=C(C=CC=C1Cl)N1C(=NC(=C(C1=O)C)N1CCC2(CC1)OC1=C(C2=N[S@](=O)C(C)(C)C)C=CC=C1)C